Methyl (R)-2-((tert-butoxycarbonyl)amino)-2-(4-(((S)-2-methylpentyl-1,1-d2)oxy)phenyl)acetate C(C)(C)(C)OC(=O)N[C@@H](C(=O)OC)C1=CC=C(C=C1)OC([C@H](CCC)C)([2H])[2H]